1-azabicyclo[2.2.2]oct-4-yl(diphenyl)methanol N12CCC(CC1)(CC2)C(O)(C2=CC=CC=C2)C2=CC=CC=C2